N-(cyclopropylsulfonyl)-5,5-diphenyl-4,5-dihydro-isoxazole-3-carboxamide C1(CC1)S(=O)(=O)NC(=O)C1=NOC(C1)(C1=CC=CC=C1)C1=CC=CC=C1